1-(2-hydroxy-2-methyl-propyl)-3-[3-methyl-4-(4,4,5,5-tetramethyl-1,3,2-dioxaborolan-2-yl)phenyl]urea OC(CNC(=O)NC1=CC(=C(C=C1)B1OC(C(O1)(C)C)(C)C)C)(C)C